[Si](C1=CC=CC=C1)(C1=CC=CC=C1)(C(C)(C)C)OCC(C)(C)C1=NC2=C(C=C(C=C2C(N1C)=O)C)C=C 2-(1-((tert-butyldiphenylsilyl)oxy)-2-methylpropan-2-yl)-3,6-dimethyl-8-vinylquinazolin-4(3H)-one